2-(3-Methoxyphenyl)-5,7-dimethyl-6-phenyl-2,6-dihydro-1H-pyrrolo[3,4-d]pyridazin COC=1C=C(C=CC1)N1N=CC=2C(C1)=C(N(C2C)C2=CC=CC=C2)C